N-(2-(4-(4-cyclopropyl-piperazine-1-yl)piperidine-1-yl)-5-((6-((S)-3-(2,6-difluorophenyl)-isoxazolidine-2-yl)pyrimidine-4-yl)amino)-4-methoxyphenyl)acrylamide C1(CC1)N1CCN(CC1)C1CCN(CC1)C1=C(C=C(C(=C1)OC)NC1=NC=NC(=C1)N1OCC[C@H]1C1=C(C=CC=C1F)F)NC(C=C)=O